5,5'-((4-hydroxyphenyl)methylene)bis(2-aminophenol) OC1=CC=C(C=C1)C(C=1C=CC(=C(C1)O)N)C=1C=CC(=C(C1)O)N